BrC1=C2C=NN(C2=C(C=C1)C)C([2H])([2H])[2H] 4-bromo-7-methyl-1-(methyl-d3)-1H-indazole